2-bromo-N-(5-(2,6-difluorophenoxy)pyridin-2-yl)propanamide BrC(C(=O)NC1=NC=C(C=C1)OC1=C(C=CC=C1F)F)C